C(C)(C)(C)OC(=O)N1CC=C(CC1)C1=CC2=C(N=C(N=C2Cl)N)N1 4-(2-amino-4-chloro-7H-pyrrolo[2,3-d]pyrimidin-6-yl)-5,6-dihydropyridine-1(2H)-carboxylic acid tert-butyl ester